C(C1=CC=CC=C1)OC(=O)N1CC2=CC(=CC(=C2CC1)C(CCC1OCCCO1)N[S@@](=O)C(C)(C)C)Cl 5-(1-(((S)-tert-butylsulfinyl)amino)-3-(1,3-dioxane-2-yl)propyl)-7-chloro-3,4-dihydroisoquinoline-2(1H)-carboxylic acid benzyl ester